tert-butyl (1-[(Z)-2-cyano-vinyl]cyclopentylmethyl)carbamate C(#N)\C=C/C1(CCCC1)CNC(OC(C)(C)C)=O